2'-amino-N,N-dimethyl-5'-(2H-pyrazolo[3,4-b]pyridin-4-yl)-[2,3'-bipyridine]-5-carboxamide NC1=NC=C(C=C1C1=NC=C(C=C1)C(=O)N(C)C)C=1C=2C(N=CC1)=NNC2